pyridyl-trans-sulfonamide N1=C(C=CC=C1)S(=O)(=O)N